FC1=C(C(=O)O)C=CC=C1OC(F)(F)F 2-fluoro-3-(trifluoromethoxy)benzoic acid